tert-butyl 7-(4-amino-6-(8-chloro-7-fluoronaphthalen-1-yl)-5-fluoropyridine-3-carbonothioyl)-2,7-diazaspiro[3.5]nonane-2-carboxylate NC1=C(C=NC(=C1F)C1=CC=CC2=CC=C(C(=C12)Cl)F)C(=S)N1CCC2(CN(C2)C(=O)OC(C)(C)C)CC1